CC(C(C(O)C)O)O Dimethylglycerol